FC(C1=CC=C(CN2C=NC3=C2C(=CC=C3)C(=O)NC3CC2(CC(C2)C(=O)O)C3)C=C1)(F)F (S)-6-(1-(4-(trifluoromethyl)benzyl)-1H-benzo[d]imidazole-7-carboxamido)spiro[3.3]heptane-2-carboxylic acid